4-(5-(furan-2-yl)-1H-indol-2-yl)-5-hydroxy-N-methoxy-2-oxo-5-pentyl-2,5-dihydrofuran-3-carboxamide O1C(=CC=C1)C=1C=C2C=C(NC2=CC1)C1=C(C(OC1(CCCCC)O)=O)C(=O)NOC